ClC1=NC=2C(=CC=CC2C=2N1N=C(N2)C=2C=NN(C2)C)C(F)(F)F 5-chloro-2-(1-methyl-1H-pyrazol-4-yl)-7-(trifluoromethyl)[1,2,4]triazolo[1,5-c]quinazoline